BrC1(CCCC1)C(=O)C1=C(C=CC=C1)C (1-bromocyclopentyl)(o-tolyl)methanone